methyl 7-formyl-3,3-dimethyl-2H-furo[3,2-b]pyridine-5-carboxylate C(=O)C1=C2C(=NC(=C1)C(=O)OC)C(CO2)(C)C